OC1=C(C=CC(=C1)OCCCCCCCC)C1=NC(=NC(=N1)C1=C(C=C(C=C1)OCCCCCCCC)O)C1=C(C=C(C=C1)OCCCCCCCC)O 2,4,6-tris(2-hydroxy-4-octyloxyphenyl)s-triazine